(R)-N-((R)-1-(5-(2,2'-dichloro-3'-(5-formyl-6-methoxypyrazin-2-yl)-[1,1'-biphenyl]-3-yl)-3-methoxypyrazin-2-yl)ethyl)-2-methylpropan-2-sulfinamide ClC1=C(C=CC=C1C=1N=C(C(=NC1)[C@@H](C)N[S@](=O)C(C)(C)C)OC)C1=C(C(=CC=C1)C1=NC(=C(N=C1)C=O)OC)Cl